N-(3-(6-(pyrrolidin-1-yl)pyridazin-3-yl)phenyl)-1H-indazole-5-carboxamide N1(CCCC1)C1=CC=C(N=N1)C=1C=C(C=CC1)NC(=O)C=1C=C2C=NNC2=CC1